2-[2,4-bis(benzyloxy)-5-(propan-2-yl)benzoyl]-2,3-dihydro-1H-isoindole-5-carbaldehyde C(C1=CC=CC=C1)OC1=C(C(=O)N2CC3=CC=C(C=C3C2)C=O)C=C(C(=C1)OCC1=CC=CC=C1)C(C)C